COCCCOC1=CC=C(C=C1)C1=CC=C(C=C1)C(C)(C)NC(OC1CN2CCC1CC2)=O Quinuclidin-3-yl (2-(4'-(3-methoxypropoxy)-[1,1'-biphenyl]-4-yl)propan-2-yl)carbamate